1,1-bis(4-hydroxy-3,6-dimethylphenyl)ethane OC1=C(C=C(C(=C1)C)C(C)C1=CC(=C(C=C1C)O)C)C